2-(methylamino)-N-phenylpropanamide hydrochloride Cl.CNC(C(=O)NC1=CC=CC=C1)C